C(C(=C)C)(=O)OCC(CCCCCCCCCCCCCCCCC)C 2-methylnonadecyl methacrylate